1,2,3-triarachidoyl-glycerol Methyl-(Z)-2-cyclopentyl-N-(pyridin-3-yl)ethanimidothioate CC(/C(=N/C=1C=NC=CC1)/S)C1CCCC1.C(CCCCCCCCCCCCCCCCCCC)(=O)OCC(OC(CCCCCCCCCCCCCCCCCCC)=O)COC(CCCCCCCCCCCCCCCCCCC)=O